1-Butyl-2-(3,6-di-tert-butyl-9H-carbazol-9-yl)-N-(o-tolyl)-1H-benzo[d]imidazol-4-amine C(CCC)N1C(=NC2=C1C=CC=C2NC2=C(C=CC=C2)C)N2C1=CC=C(C=C1C=1C=C(C=CC21)C(C)(C)C)C(C)(C)C